N-(3-trimethoxysilylpropyl)octadecyl-amide CO[Si](CCC[N-]CCCCCCCCCCCCCCCCCC)(OC)OC